C(C)(=O)OCOC(CN(C1=C(C=C(C=C1)C1=C2C=CC(C=C2C(C2=CC(=CC=C12)N(C)C)(C)C)=[NH+]C)OC)CC(OCOC(C)=O)=O)=O N-(10-(4-(bis(2-(acetoxymethoxy)-2-oxoethyl)amino)-3-methoxyphenyl)-7-(dimethylamino)-9,9-dimethylanthracene-2(9H)-ylidene)-N-methyl-ammonium